ClC=1C=2N(C=CC1)N=C(C2)[C@@H]2N(CCC1=C2N=CN1)C(=O)C1=CN=CO1 (R)-(4-(4-chloropyrazolo[1,5-a]pyridin-2-yl)-6,7-dihydro-1H-imidazo[4,5-c]pyridin-5(4H)-yl)(oxazol-5-yl)methanone